N-(3-fluoro-4-(4-((5-(1-methyl-2-oxopiperidin-4-yl)pyridin-2-yl)amino)-5-oxo-5,6-dihydro-1,6-naphthyridin-2-yl)phenyl)cyclohexanecarboxamide FC=1C=C(C=CC1C1=NC=2C=CNC(C2C(=C1)NC1=NC=C(C=C1)C1CC(N(CC1)C)=O)=O)NC(=O)C1CCCCC1